1-(4-(6-chloro-7-(2-fluoro-5-(1H-pyrazol-4-yl)phenyl)quinazolin-4-yl)piperazin-1-yl)prop-2-en-1-one ClC=1C=C2C(=NC=NC2=CC1C1=C(C=CC(=C1)C=1C=NNC1)F)N1CCN(CC1)C(C=C)=O